O[C@H](CCC)C1=CC(=C(C=N1)C=1C=2N(C3=CC(=NC=C3C1)NC(=O)C1COC1)C=CN2)C (R)-N-(4-(6-(1-hydroxybutyl)-4-methylpyridin-3-yl)imidazo[1,2-a][1,6]naphthyridin-8-yl)oxetan-3-carboxamide